racemic-tert-butyl-2-phenyl-1,3-dioxane-4-carboxylate C(C)(C)(C)OC(=O)C1OC(OCC1)C1=CC=CC=C1